C(C)(C)(C)OC(=O)N1C[C@@H](CC1)N1C(=CC(C2=CC(=C(C=C12)C=O)F)=C=O)C (R)-3-(6-fluoro-7-formyl-2-methyl-4-carbonylquinolin-1(4H)-yl)pyrrolidine-1-carboxylic acid tert-butyl ester